O1C=C(C=C1)C=1C2=C(N=C(N1)N1CCOCC1)N(CC2)C2=CN=NC=C2 4-(4-(furan-3-yl)-7-(pyridazin-4-yl)-6,7-dihydro-5H-pyrrolo[2,3-d]pyrimidin-2-yl)morpholine